C(#N)C1=C(C=CC=C1)C(C(C)C=1N(C(C(=C(N1)C(=O)NC=1C=NOC1)OC)=O)C)C=1C=NN(C1)CC(C)(C)OC 2-[1-(2-cyanophenyl)-1-[1-(2-methoxy-2-methylpropyl)pyrazol-4-yl]propan-2-yl]-5-methoxy-1-methyl-N-(1,2-oxazol-4-yl)-6-oxopyrimidine-4-carboxamide